7-chloro-2-methyl-6-((4-(4-(methylsulfonyl)piperazin-1-yl)phenyl)amino)quinoline-5,8-dione ClC1=C(C(C=2C=CC(=NC2C1=O)C)=O)NC1=CC=C(C=C1)N1CCN(CC1)S(=O)(=O)C